4-(3,4-bis(1-hydroxy-3,4-dihydro-1H-benzo[c][1,2]oxaborinine-7-carboxamido)pyrrolidin-1-yl)-4-oxobutanoic acid OB1OCCC2=C1C=C(C=C2)C(=O)NC2CN(CC2NC(=O)C=2C=CC1=C(B(OCC1)O)C2)C(CCC(=O)O)=O